4-fluoro-2-methoxy-6-[6-(6-{[(2S)-1-(1H-tetrazol-1-yl)propan-2-yl]oxy}pyrazin-2-yl)imidazo[1,2-b]pyridazin-3-yl]benzonitrile FC1=CC(=C(C#N)C(=C1)C1=CN=C2N1N=C(C=C2)C2=NC(=CN=C2)O[C@H](CN2N=NN=C2)C)OC